FC1=C(C(=CC=C1)OC)C1=NC=CC2=C1CN(C2=O)C2=NC(=NC(=C2)C)N2[C@@H]1CN([C@H](C2)C1)C 4-(2-fluoro-6-methoxyphenyl)-2-(6-methyl-2-((1s,4s)-5-methyl-2,5-diazabicyclo[2.2.1]hept-2-yl)pyrimidin-4-yl)-2,3-dihydro-1H-pyrrolo[3,4-c]pyridin-1-one